methyl 4-[3-[9-(4-tert-butoxycarbonylphenyl)-1-oxa-4,9-diazaspiro[5.5]undecan-4-yl] cyclobutoxy]-2-methoxy-benzoate C(C)(C)(C)OC(=O)C1=CC=C(C=C1)N1CCC2(CN(CCO2)C2CC(C2)OC2=CC(=C(C(=O)OC)C=C2)OC)CC1